2,4,6-tris[4-(1-octyloxycarbonyl)ethyloxy-2-hydroxyphenyl]-1,3,5-triazine C(CCCCCCC)OC(=O)CCOC1=CC(=C(C=C1)C1=NC(=NC(=N1)C1=C(C=C(C=C1)OCCC(=O)OCCCCCCCC)O)C1=C(C=C(C=C1)OCCC(=O)OCCCCCCCC)O)O